ClC1=CC=C(C=C1)C=1N=C2N(C=CC=C2)C1CN1CCNCC1 4-{[2-(4-chlorophenyl)imidazo[1,2-a]pyridin-3-yl]methyl}piperazin